((S)-1-Bromopropyl)-1-(((S)-oxetan-2-yl)methyl)-1H-benzo[d]imidazole-6-carboxylic acid methyl ester COC(=O)C=1C=CC2=C(N(C(=N2)[C@H](CC)Br)C[C@H]2OCC2)C1